C(C1=CC=CC=C1)O[C@@H](COCCOCCC=1C=NC=C(C1)Br)C 3-[2-[2-[(2R)-2-benzyloxypropoxy]ethoxy]ethyl]-5-bromo-pyridine